FC1=C(C=C(C=C1)F)[C@@H]1N(CCC1)C1=NC=2N(C=C1)N=CC2C(=O)NC2(CC2)CO (R)-5-(2-(2,5-difluorophenyl)pyrrolidin-1-yl)-N-(1-(hydroxymethyl)cyclopropyl)pyrazolo[1,5-a]pyrimidine-3-carboxamide